CC1=NC=C(C(=C1)C)[C@@H]1N(CCC1)C |o1:8| (R) or (S)-2,4-dimethyl-5-(1-methylpyrrolidin-2-yl)pyridine